O1CCCOC2=C1C=CC(=C2)C=CC(=O)C2=C(C=C(C=C2)OCOC)O 3-(3,4-Dihydro-2H-1,5-benzodioxepin-7-yl)-1-[2-hydroxy-4-(methoxymethoxy)phenyl]prop-2-en-1-one